NC1=NC=C2N(C(N(C2=N1)[C@@H]1O[C@@H]([C@H]([C@H]1O)F)CO)=O)CCCC#N 4-(2-amino-9-((2R,3S,4S,5R)-4-fluoro-3-hydroxy-5-(hydroxymethyl)tetrahydrofuran-2-yl)-8-oxo-8,9-dihydro-7H-purin-7-yl)butanenitrile